[C@H]12CN(C[C@H](CC1)N2)C2=NC(=NC1=C(C(=C(C=C21)C#C)C2=CC(=CC1=CC=C(C(=C21)F)F)O)F)OC[C@]21CCCN1C[C@@H](C2)F 4-(4-((1R,5S)-3,8-diazabicyclo[3.2.1]octane-3-yl)-6-ethynyl-8-fluoro-2-(((2R,7aS)-2-fluorotetrahydro-1H-pyrrolizin-7a(5H)-yl)methoxy)quinazolin-7-yl)-5,6-difluoronaphthalen-2-ol